butyl-1,1,3,3,5,5,5-heptamethyltrisiloxane C(CCC)[Si](O[Si](O[Si](C)(C)C)(C)C)(C)C